ethyl-7-oxa-3,20-diazadispiro[5.1.11.2]heneicosan-21-one C(C)C1CNCCC12OC1(CCCCCCCCCCC1)NC2=O